BrC=1C=C(C=C(C1)F)C(O)C1=NN=CN1C (3-bromo-5-fluorophenyl)(4-methyl-4H-1,2,4-triazol-3-yl)methanol